C1(=CC(=CC=C1)CC(=O)N1CCC=2C1=CN=CC2C2=CC=C(C#N)C=C2)C 4-(1-(2-(m-tolyl)acetyl)-2,3-dihydro-1H-pyrrolo[2,3-c]pyridin-4-yl)benzonitrile